C(C)(C)(C)OC(=O)N1C[C@H](CC1)C=O (S)-3-formylpyrrolidine-1-carboxylic acid tert-butyl ester